CC1(CCC1)N1C(C(N(C=C1)CC1=NOC(=C1)C1=CC=CC=C1)=O)=O 1-(1-methylcyclobutyl)-4-((5-phenylisoxazol-3-yl)methyl)-1,4-dihydropyrazine-2,3-dione